FC=1C=C2CC[C@@H](CC2=C(C1)F)N[C@H](C(=O)NC=1N=CN(C1)C(CNCC(C)(C)C)(C)C)CCC (S)-2-(((S)-6,8-DIFLUORO-1,2,3,4-TETRAHYDRONAPHTHALEN-2-YL)AMINO)-N-(1-(2-METHYL-1-(NEOPENTYLAMINO)PROPAN-2-YL)-1H-IMIDAZOL-4-YL)PENTANAMIDE